CN1C(=NC=C1)S(=O)(=O)Cl methyl-1H-imidazole-2-sulfonyl chloride